C(C1=CC=CC=C1)OC(=O)N[C@@H](CO)C(=O)N[C@H](C)C(=O)OC methyl ((benzyloxy)carbonyl)-L-seryl-D-alaninate